FC=1C=CC2=C(NC(N2)=O)C1 6-fluoro-2,3-dihydro-1H-1,3-benzodiazol-2-one